styreneacrylic anhydride C(=CC1=CC=CC=C1)C=CC(=O)OC(C=CC=CC1=CC=CC=C1)=O